ClC1=CC=C(C=C1)C=1C=2C(=C(SC2N2C(=NN=C2C(N1)CC=1OC=CN1)C)C)C 2-[[7-(4-chlorophenyl)-4,5,13-trimethyl-3-thia-1,8,11,12-tetrazatricyclo[8.3.0.02,6]trideca-2(6),4,7,10,12-pentaen-9-yl]methyl]oxazole